tert-butyl 2-(4-chlorocarbonyl-2-methoxy-phenoxy)acetate ClC(=O)C1=CC(=C(OCC(=O)OC(C)(C)C)C=C1)OC